5-((2-(cyclopropylmethyl)-1,2,3,4-tetrahydroisoquinolin-7-yl)(isopropyl)amino)-1-isobutylpyridin-2(1H)-one C1(CC1)CN1CC2=CC(=CC=C2CC1)N(C=1C=CC(N(C1)CC(C)C)=O)C(C)C